(S)-4-(4-bromo-2-nitrophenyl)-3-(2-((methylsulfonyl)oxy)ethyl)piperazine-1-carboxylic acid tert-butyl ester C(C)(C)(C)OC(=O)N1C[C@@H](N(CC1)C1=C(C=C(C=C1)Br)[N+](=O)[O-])CCOS(=O)(=O)C